(3S)-3-methyl-6-(3-((1-methylpiperidin-2-yl)methyl)phenyl)-2,3,4,5-tetrahydropyridine C[C@@H]1CN=C(CC1)C1=CC(=CC=C1)CC1N(CCCC1)C